((R)-1-((2S)-1-methylpyrrolidin-2-yl)ethyl)pyrimidin-2-amine, fumarate salt C(\C=C\C(=O)O)(=O)O.CN1[C@@H](CCC1)[C@@H](C)C1=NC(=NC=C1)N